ClC=1C=C(C=C(C1)C(F)(F)F)C=1SC(=C(N1)CN1N=CC(=C1)C(=O)O)C 1-({2-[3-chloro-5-(trifluoromethyl)phenyl]-5-methyl-1,3-thiazol-4-yl}methyl)-1H-pyrazole-4-carboxylic acid